Cl.N[C@H](CO)C1=CC(=CC=C1)Br (2S)-2-amino-2-(3-bromophenyl)ethanol hydrochloride